(1s,4s)-4-(4-(3-amino-6-(2,8-dimethyl-1,2,3,4-tetrahydroisoquinolin-6-yl)pyrazin-2-yloxy)-1H-pyrazol-1-yl)-1-methylcyclohexanol NC=1C(=NC(=CN1)C=1C=C2CCN(CC2=C(C1)C)C)OC=1C=NN(C1)C1CCC(CC1)(O)C